NC=1SC(=C(C1C(=O)C1=CC=CC=C1)C)C (2-amino-4,5-dimethylthiophen-3-yl)(phenyl)methanone